C(C)(C)(C)OC(=O)N[C@H](C(=O)O)CCCC (2S)-2-(tert-butoxycarbonylamino)hexanoic acid